CN(C1CN2[C@@H]([C@@H]([C@@H]2CN(CC1)C(=O)NC1=CC=C(C=C1)OC)C1=CC=C(C=C1)C#CC1=CC=CC=C1)CN1C(C2=CC=CC=C2C1=O)=O)C (8R,9S,10S)-3-(dimethylamino)-10-((1,3-dioxoisoindolin-2-yl)methyl)-N-(4-methoxyphenyl)-9-(4-(phenylethynyl)phenyl)-1,6-diazabicyclo[6.2.0]decane-6-carboxamide